C(#C)C=1C(=CC=C2C=C(C=C(C12)C1=CC=C2C(=NC(=NC2=C1F)OC[C@]12CCCN2C[C@@H](C1)F)N1C[C@H]2CC[C@@H](C1)C2O)O)F (1R,5S,8R)-3-(7-(8-ethynyl-7-fluoro-3-hydroxynaphthalen-1-yl)-8-fluoro-2-(((2R,7aS)-2-fluorotetrahydro-1H-pyrrolizin-7a(5H)-yl)methoxy)quinazolin-4-yl)-3-azabicyclo[3.2.1]octan-8-ol